C(#N)C1=NN(C2=CC(=C(C=C12)F)/C=C/C(=O)NC=1C(=NC(=CC1C)OC)C)C1OCCCC1 (2E)-3-[3-cyano-5-fluoro-1-(oxan-2-yl)indazol-6-yl]-N-(6-methoxy-2,4-dimethylpyridin-3-yl)prop-2-enamide